3-Methyl-5-(N-(2-(4-(4-nitrobenzoyl)piperazin-1-yl)phenyl)-N-phenethylsulfamoyl)benzofuran CC1=COC2=C1C=C(C=C2)S(N(CCC2=CC=CC=C2)C2=C(C=CC=C2)N2CCN(CC2)C(C2=CC=C(C=C2)[N+](=O)[O-])=O)(=O)=O